tert-butyl 3-[2-[2-[2-[2-[2-[2-[2-[2-[2-[2-[(3-cyanophenyl)carbamothioylamino]ethoxy]ethoxy]ethoxy]ethoxy]ethoxy]ethoxy]ethoxy]ethoxy] ethoxy]ethoxy]propanoate C(#N)C=1C=C(C=CC1)NC(=S)NCCOCCOCCOCCOCCOCCOCCOCCOCCOCCOCCC(=O)OC(C)(C)C